C(C)C=1C=C(C=CC1)C(NC(=O)C=1C(NC(=CC1)C(F)(F)F)=O)C1=CC=C(C=C1)C N-((3-ethylphenyl)(p-tolyl)methyl)-2-oxo-6-(trifluoromethyl)-1,2-dihydropyridine-3-carboxamide